N(=C=O)CC(CC[Si](OCC)(OCC)OCC)C 4-isocyanato(3-methyl-butyl)Triethoxysilan